tert-Butyl N-methyl-N-[(2S,4R)-2-methyl-4-piperidyl]carbamate CN(C(OC(C)(C)C)=O)[C@H]1C[C@@H](NCC1)C